4-[[3-[(3,4-Dimethoxyphenyl)methyl]-5-(2-Thienyl)-1,2,4-triazol-4-yl]methyl]benzol COC=1C=C(C=CC1OC)CC1=NN=C(N1CC1=CC=CC=C1)C=1SC=CC1